methyl (1aS,6aS)-hexahydrocyclopropa[b]pyrrolizine-5a(3H)-carboxylate C1[C@H]2CC3(CCCN3[C@H]21)C(=O)OC